BrC1=CC(=NC=C1)C1(CCC1)C(=O)N (4-bromopyridin-2-yl)cyclobutanecarboxamide